1,5,8-trimethyl-13-oxabicyclo[10.1.0]trideca-4,8-diene CC12CCC=C(CCC(=CCCC2O1)C)C